5-[4-[1-[2-(difluoromethoxy)ethyl]-3,5-dimethyl-pyrazol-4-yl]-2,3-difluoro-phenyl]-1-methyl-imidazole-2-carboxamide FC(OCCN1N=C(C(=C1C)C1=C(C(=C(C=C1)C1=CN=C(N1C)C(=O)N)F)F)C)F